C(C)(C)(C)C1=CC(=NO1)NC(CC[C@H]1C2C3CCC=4C=C(C=CC4C3CC[C@@]2(C(C1)=O)C)F)=O N-(5-(tert-butyl)isoxazol-3-yl)-3-((13S,15R)-3-fluoro-13-methyl-17-oxo-7,8,9,11,12,13,14,15,16,17-decahydro-6H-cyclopenta[a]phenanthren-15-yl)propanamide